C(\C=C\CCC)(=O)O (E)-hexenoic acid